C[Si](I)(I)C Dimethyl-diiodosilane